methyl 4-amino-1-(phthalazin-5-yl)-7-bromo-2-oxo-1,2-dihydroquinoline-3-carboxylate NC1=C(C(N(C2=CC(=CC=C12)Br)C1=C2C=NN=CC2=CC=C1)=O)C(=O)OC